C(CCC)[Sn](CCC)(C(=C)OCC)CCCC dibutyl(1-ethoxyethenyl)propylstannane